[Hf].CC1=C(C(=C(C1(C1(C=CC=2C1=CC=1CCCCC1C2)C(C)C)C)C)C)C Pentamethylcyclopentadienyl-(1-isopropyl-5,6,7,8-tetrahydro-1H-cyclopenta[b]naphthalene) hafnium